N-(3-Chlorophenyl)-N-(3-{4-[4-(ethylsulfonyl)benzyl]-1-piperidinyl}propyl)-1-(methylsulfonyl)-4-piperidinecarboxamide hydrochloride Cl.ClC=1C=C(C=CC1)N(C(=O)C1CCN(CC1)S(=O)(=O)C)CCCN1CCC(CC1)CC1=CC=C(C=C1)S(=O)(=O)CC